C(C)(C)N1CCC(CC1)C1(C(CCC1)O)O (1-isopropylpiperidin-4-yl)cyclopentane-1,2-diol